C(=O)C1CCC(CC1)C=1N=C2N(C=C(C(=C2)OC(C)C)C(=O)NC2=NC(=CC=C2)C(F)(F)F)C1 2-(4-formylcyclohexyl)-7-isopropoxy-N-[6-(trifluoromethyl)-2-pyridinyl]imidazo[1,2-a]pyridine-6-carboxamide